C(C)N(CCNC(C(CCSCCC(=O)OCC(CCCC)CC)NC(C(CCCCCCCCCC)CCCCCCCC)=O)=O)CC 2-ethylhexyl 3-((4-((2-(diethylamino)ethyl)amino)-3-(2-octyldodecanamido)-4-oxobutyl)thio)propanoate